FC=1C=C2N(CCN(C2=CC1)C(CCN1C=NC=C1)=O)C1=CC=CC=C1 (6-fluoro-4-phenyl-3,4-dihydroquinoxalin-1(2H)-yl)-3-(1H-imidazol-1-yl)propan-1-one